ClC=1C=CC(=C(C1)[C@H](CCN(C(C(=O)OCC)C1=C(C(=CC=C1)C)C1CCC(CC1)OC(F)(F)F)C)N1CCN(CC1)C(C)C)C ethyl 2-(((S)-3-(5-chloro-2-methylphenyl)-3-(4-isopropylpiperazin-1-yl)propyl)(methyl)amino)-2-(3-methyl-2-((1r,4S)-4-(trifluoromethoxy)-cyclohexyl)phenyl)acetate